(S)-N-(4-methyl-3-(4-methyloxazol-2-yl)phenyl)-2,3-dihydro-1H-indene-1-carboxamide CC1=C(C=C(C=C1)NC(=O)[C@H]1CCC2=CC=CC=C12)C=1OC=C(N1)C